(6'-hydroxy-6-methoxy-5'-(trifluoromethyl)-[2,3'-bipyridin]-5-yl)-5-methyl-3-phenylisoxazole-4-carboxamide OC1=C(C=C(C=N1)C1=NC(=C(C=C1)NC(=O)C=1C(=NOC1C)C1=CC=CC=C1)OC)C(F)(F)F